tert-butyl 4-{[({1-[(tert-butoxy)carbonyl]piperidin-4-yl}methyl)(3-{[2-(4-methoxy-phenyl)quinolin-4-yl]amino}propyl)amino]methyl}piperidine-1-carboxylate C(C)(C)(C)OC(=O)N1CCC(CC1)CN(CCCNC1=CC(=NC2=CC=CC=C12)C1=CC=C(C=C1)OC)CC1CCN(CC1)C(=O)OC(C)(C)C